(3S)-5-(3,3-difluoropiperidin-1-yl)-3-{[1-(thiophen-2-yl)-5-[2-(trifluoromethyl)phenyl]-1H-pyrazol-3-yl]formamido}pentanoic acid FC1(CN(CCC1)CC[C@@H](CC(=O)O)NC(=O)C1=NN(C(=C1)C1=C(C=CC=C1)C(F)(F)F)C=1SC=CC1)F